OC1=C(N=C(C2=CC(=CC=C12)OC1=CC=C(C=C1)C(C)(C)C1=CC=CC=C1)OC)C(=O)NCC(=O)O (4-hydroxy-1-methoxy-7-(4-(2-phenylpropane-2-yl)phenoxy)isoquinoline-3-carbonyl)glycine